BrC1=NN(C(=C1)C#N)C1=NC=CC=C1Cl 3-bromo-1-(3-chloropyridin-2-yl)-1H-pyrazole-5-carbonitrile